2-chloro-3,4-dimethoxypyridine ClC1=NC=CC(=C1OC)OC